(E)-1-((1r,6s)-4,6-dimethylcyclohex-3-en-1-yl)-2-methylpent-1-en-3-ol CC1=CC[C@H]([C@H](C1)C)\C=C(\C(CC)O)/C